(1R,5S,6r)-Ethyl 3-azabicyclo[3.1.0]hexane-6-carboxylate [C@H]12CNC[C@@H]2C1C(=O)OCC